ONC(=O)C=1C=NC(=NC1)N(CC1=CC=2N=C(N=C(C2S1)N1CCOCC1)C1=CNC=C1)C N-Hydroxy-2-(methyl((4-morpholino-2-(1H-pyrrol-3-yl)thieno[3,2-d]pyrimidin-6-yl)methyl)amino)pyrimidine-5-carboxamide